C1CCC12NCCNC2 5,8-diazaspiro[3.5]nonan